Cl.CC1(CN(CCN1)C(C)=O)C 1-(3,3-dimethylpiperazin-1-yl)ethan-1-one hydrochloride